C(C)(C)(C)OC(NCC1=NC2=C(N1)C=C(C(=C2)C)C(N[C@H](C)C2=CC(=CC=C2)C=2SC(=CC2)C=O)=O)=O (R)-tert-Butyl((6-((1-(3-(5-formylthiophen-2-yl)phenyl)ethyl)carbamoyl)-5-methyl-1H-benzo[d]imidazol-2-yl)methyl)carbamat